OC1=C(C(=O)O)C=C(C=C1)C=1OC(=CC1)\C=C\C(=O)C1=CC=C(C=C1)C(C)C (E)-2-Hydroxy-5-(5-(3-(4-isopropylphenyl)-3-oxoprop-1-en-1-yl)furan-2-yl)benzoic acid